BrC=1C(=C(N(C1)CCNC(=O)OC(C)(C)C)C(=O)OC)Cl methyl 4-bromo-1-(2-((tert-butoxycarbonyl)amino)ethyl)-3-chloro-1H-pyrrole-2-carboxylate